FCC12CC(CC(CC1)(O2)CF)C2=CC=C(C(=N2)C2=CCC(CC2)(C)C)N 6-[1,5-bis(fluoromethyl)-8-oxabicyclo[3.2.1]octan-3-yl]-2-(4,4-dimethylcyclohexen-1-yl)pyridin-3-amine